4-amino-8-[2-fluoro-5-[(4-methylthiazol-2-yl)methoxy]phenyl]-2-oxo-N-propyl-1H-quinoline-3-carboxamide NC1=C(C(NC2=C(C=CC=C12)C1=C(C=CC(=C1)OCC=1SC=C(N1)C)F)=O)C(=O)NCCC